7-tert-butoxy-1-{[(2S)-5-oxopyrrolidin-2-yl]methoxy}isoquinoline-6-carboxamide C(C)(C)(C)OC1=C(C=C2C=CN=C(C2=C1)OC[C@H]1NC(CC1)=O)C(=O)N